NC(CC=1N(C2=CC(=CC=C2C1)C=1C=CC2=C(N(C(O2)=O)C)C1)C(=O)OC(C)(C)C)C#N tert-butyl 2-(2-amino-2-cyanoethyl)-6-(3-methyl-2-oxo-2,3-dihydrobenzo[d]oxazol-5-yl)-1H-indole-1-carboxylate